C(CCCCC)OCCOC=1C(=CC2=C(N=C(O2)S)C1)C 5-hexyloxyethoxy-2-mercapto-6-methyl-1,3-benzoxazole